vanadium-tungsten selenide [W]=[Se].[V]